2-(4-methoxyphenyl)-[1,2,4]triazolo[1,5-a]pyridine 3-oxide COC1=CC=C(C=C1)C1=[N+](N2C(C=CC=C2)=N1)[O-]